5-(2-(6-((3R,5R)-3-Amino-5-fluoropiperidine-1-carbonyl)-4-methoxy-3-methylbenzo[b]thiophen-2-yl)-1-(cyclopropylmethyl)-1H-pyrrolo[2,3-b]pyridin-6-yl)isoindolin-1-one N[C@H]1CN(C[C@@H](C1)F)C(=O)C=1C=C(C2=C(SC(=C2C)C2=CC=3C(=NC(=CC3)C=3C=C4CNC(C4=CC3)=O)N2CC2CC2)C1)OC